sulfuric acid vanadium hydrochloride Cl.[V].S(O)(O)(=O)=O